NC=1C(=NN(C1C1=C(C=NC(=C1)N1CCOCC1)N)COCC[Si](C)(C)C)C 4-(4-amino-3-methyl-1-((2-(trimethylsilyl)ethoxy)methyl)-1H-pyrazol-5-yl)-6-morpholinopyridin-3-amine